3-{[4-(Benzyloxy)-2-(trifluoromethyl)phenyl]amino}-N-(2-cyclopentylethyl)benzamide C(C1=CC=CC=C1)OC1=CC(=C(C=C1)NC=1C=C(C(=O)NCCC2CCCC2)C=CC1)C(F)(F)F